CN(C)CC1=C(C=CC=C1)B(O)O [2-[(dimethylamino)methyl]phenyl]boronic acid